(1-((2r,3s,4s,5r)-3,4-dihydroxy-5-(hydroxymethyl)tetrahydrofuran-2-yl)-2-oxo-1,2-dihydropyrimidin-4-yl)-L-aspartic acid benzyl ester C(C1=CC=CC=C1)OC([C@@H](NC1=NC(N(C=C1)[C@@H]1O[C@@H]([C@H]([C@@H]1O)O)CO)=O)CC(=O)O)=O